Methyl 2-(2-(2-(4-((tetrahydro-2H-pyran-4-carboxamido)methyl)piperidin-1-yl)thiazole-4-carboxamido)acrylamido)acrylate O1CCC(CC1)C(=O)NCC1CCN(CC1)C=1SC=C(N1)C(=O)NC(C(=O)NC(C(=O)OC)=C)=C